ClC1=NC=2N(C(=C1)NC=1C=C3C=C(C(N(C3=NC1)C(C)C)=O)OCC(=O)NC)N=CC2C#N 2-((6-((5-chloro-3-cyanopyrazolo[1,5-a]pyrimidin-7-yl)amino)-1-isopropyl-2-oxo-1,2-dihydro-1,8-naphthyridin-3-yl)oxy)-N-methylacetamide